CN(C(CN1CCN(CC1)C)=O)C1=CC=C(C=C1)N\C(=C\1/C(NC=2C1=NC=C(C2)C(=O)OC)=O)\C2=CC=CC=C2 (Z)-methyl 3-(((4-(N-methyl-2-(4-methylpiperazin-1-yl)acetamido)phenyl)amino)(phenyl)methylene)-2-oxo-2,3-dihydro-1H-pyrrolo[3,2-b]pyridine-6-carboxylate